ClC1=C(C=CC=C1)N1N=C(C=C1NC(C)=O)C1=CC=C(C=C1)Cl N-[1-(2-Chlorophenyl)-3-(4-chlorophenyl)-1H-pyrazol-5-yl]acetamide